C(C)(C)C1N2C(C3=CC(=C(C=C3C1)C1=CC=C(C=C1)OC)C(=O)OC)=CC(C(=C2)C(=O)O)=O 6-isopropyl-10-(methoxycarbonyl)-9-(4-methoxyphenyl)-2-oxo-6,7-dihydro-2H-pyrido[2,1-a]isoquinoline-3-carboxylic acid